tert-butyl (R)-(1-((4-(3-fluoropyridin-2-yl)phenyl)amino)-1-oxopropan-2-yl)carbamate FC=1C(=NC=CC1)C1=CC=C(C=C1)NC([C@@H](C)NC(OC(C)(C)C)=O)=O